O=C1NC(=C(C=C1C(=O)N)C1=CC=C(C=C1)OCC1=CC=NC=C1)C(F)(F)F 2-oxo-5-(4-(pyridin-4-ylmethoxy)phenyl)-6-(trifluoromethyl)-1,2-dihydropyridine-3-carboxamide